(3S)-4-[7-(4-cyanopyridin-2-yl)-5-iodo-7H-pyrrolo[2,3-d]pyrimidin-4-yl]-3-methylpiperazine-1-carboxylic acid tert-butyl ester C(C)(C)(C)OC(=O)N1C[C@@H](N(CC1)C=1C2=C(N=CN1)N(C=C2I)C2=NC=CC(=C2)C#N)C